O1CCOC2=C1C=CC(=C2)C=CCC2=C(C=CC=C2OC)O 3-(2,3-Dihydro-1,4-benzodioxin-6-yl)-1-(2-hydroxy-6-methoxyphenyl)prop-2-en